(S)-3-(4-(((R)-5-Methoxy-4-(6-((tetrahydro-2H-pyran-4-yl)oxy)pyridin-3-yl)-2,3-dihydro-1H-inden-1-yl)oxy)phenyl)hex-4-ynoic Acid COC=1C(=C2CC[C@H](C2=CC1)OC1=CC=C(C=C1)[C@H](CC(=O)O)C#CC)C=1C=NC(=CC1)OC1CCOCC1